C[C@H]1OC(OC1)=S (R)-4-methyl-1,3-dioxolan-2-thione